ClC=1C=C(C=C(C1C1CCNCC1)OC)NC=1N=CC=2C(N(C=3N(C2N1)CCN3)C3=C(C=CC=C3Cl)Cl)=O 2-((3-chloro-5-methoxy-4-(piperidin-4-yl)phenyl)amino)-6-(2,6-dichlorophenyl)-8,9-dihydroimidazo[1,2-a]pyrimido[5,4-e]pyrimidin-5(6H)-one